N1(C=NC=C1)C(=O)C1=NC2=CC=CC=C2C=C1 (1H-imidazol-1-yl)(quinolin-2-yl)methanone